N1C=C(C=C1)C=1C=C(C=CC1)[C@H](CC(=O)OCC)N ethyl (S)-3-(3-(1H-pyrrol-3-yl) phenyl)-3-aminopropionate